C(C)(=O)C=1C=C(C=CC1)S(=O)(=O)N1CC(CC(C1)C1=CC=CC=C1)C(=O)OC methyl 1-((3-acetylphenyl)sulfonyl)-5-phenylpiperidine-3-carboxylate